ClC=1C=C2C(=NC(N3C2=C(C1C1=C(C=C(C=C1)F)F)SCC3)=O)N3C[C@H](N[C@H](C3)C)C 9-chloro-10-(2,4-difluorophenyl)-7-((3R,5S)-3,5-dimethylpiperazin-1-yl)-2,3-dihydro-5H-[1,4]thiazino[2,3,4-ij]quinazolin-5-one